C(CC)(=O)SCCNC(CCNC([C@@H](C(COP(OP(OC[C@@H]1[C@H]([C@H]([C@@H](O1)N1C=NC=2C(N)=NC=NC12)O)OP(=O)(O)O)(=O)O)(=O)O)(C)C)O)=O)=O propionyl-Coenzyme A